C1=C(C(=CC2=CC=CC=C12)C(=O)Cl)C(=O)Cl naphthalene-2,3-dicarboxylic acid dichloride